N-methyl-[1,1'-biphenyl]-3-amine CNC=1C=C(C=CC1)C1=CC=CC=C1